(2S,4S)-4-fluoro-1-(2-((S)-3-((7-fluoroquinolin-5-yl)(methyl)amino)pyrrolidin-1-yl)acetyl)pyrrolidine-2-carbonitrile F[C@H]1C[C@H](N(C1)C(CN1C[C@H](CC1)N(C)C1=C2C=CC=NC2=CC(=C1)F)=O)C#N